ethyl (R)-2-(2-(3-(hydroxy methyl)morpholine-4-carbonyl)phenyl)acetate OC[C@H]1N(CCOC1)C(=O)C1=C(C=CC=C1)CC(=O)OCC